ClC1=CC=C(C=C1)C=1C=C(C(=O)NC(C)(CC)C)C=C(C1)C=1N(N=CC1)C(C)C 3-(4-chlorophenyl)-N-(2-methylbut-2-yl)-5-(2-prop-2-ylpyrazol-3-yl)benzamide